(R)-1-(4-methoxyphenyl)-1-(4-methyl-2-benzoxazolyl)-1-ethanol COC1=CC=C(C=C1)[C@@](C)(O)C=1OC2=C(N1)C(=CC=C2)C